C1(=CC=CC=C1)S(=O)C1C([C@]2(C)[C@@H](C1)[C@@H]1CCC=3C=CC=CC3[C@H]1CC2)=O 16-(Phenylsulfinyl)-estra-1,3,5(10)-trien-17-one